1,1'-{1,4,7-triazonane-1,4-diylbis[methylene(2-hydroxy-5-methyl-3,1-phenylene)methyleneazanediyl]}di(ethane-1,2-diol) N1(CCN(CCNCC1)CC=1C(=C(C=C(C1)C)CNC(CO)O)O)CC=1C(=C(C=C(C1)C)CNC(CO)O)O